C(C)C1=C(C=CC(=C1)N1[C@H](CNCC1)CO)NC1=NC=C(C(=N1)C1=CC2=C(C(N(CCS2(=O)=O)C)=O)S1)C(F)(F)F (R)-7-(2-((2-ethyl-4-(2-(hydroxymethyl)piperazin-1-yl)phenyl)amino)-5-(trifluoromethyl)pyrimidin-4-yl)-4-methyl-3,4-dihydrothieno[2,3-f][1,4]thiazepin-5(2H)-one 1,1-dioxide